FC1(C2=CC=CC=C2C=2C=CC(=CC12)C1=NN(N=C1)COCC[Si](C)(C)C)F 4-(9,9-difluoro-9H-fluoren-2-yl)-2-((2-(trimethylsilyl)ethoxy)methyl)-2H-1,2,3-triazole